[K+].O1C=2C(OCC1C(CCC)(S(=O)(=O)[O-])OC)=CSC2 2,3-dihydrothieno[3,4-b][1,4]dioxin-2-yl-methoxy-1-butanesulfonic acid, potassium salt